CN(C=1C=C(CN(C2=CC(=CC=C2)COCCOCCN2CCOCC2)CC2=CC(=CC=C2)OC)C=CC1)C N-(3-(dimethylamino)benzyl)-N-(3-methoxybenzyl)-3-((2-(2-morpholinoethoxy)ethoxy)methyl)aniline